O1CCC(CCC1)N[C@@H]1[C@H](CCCC1)CC=1C=C2CN(C(C2=CC1)=O)C1C(NC(CC1)=O)=O 3-(5-(((1R,2S)-2-(oxepan-4-ylamino)cyclohexyl)methyl)-1-oxoisoindolin-2-yl)piperidine-2,6-dione